18-oxooctadec-9-en-7-yl linoleate C(CCCCCCC\C=C/C\C=C/CCCCC)(=O)OC(CCCCCC)CC=CCCCCCCCC=O